di(2-ethylhexyl)4,5-epoxycyclohexane-1,2-dicarboxylic acid C(C)C(CC1(C(CC2C(C1)O2)(C(=O)O)CC(CCCC)CC)C(=O)O)CCCC